N-cyclopropyl-5-hydroxy-2-methyl-2-(4-methylpent-3-en-1-yl)-7-pentyl-2H-chromen-6-carboxamide C1(CC1)NC(=O)C=1C(=C2C=CC(OC2=CC1CCCCC)(CCC=C(C)C)C)O